[NH4+].P(=O)(OC1(CC1)C(=O)OC1=C(C(=CC(=C1)CCCCC)O)[C@H]1[C@@H](CCC(=C1)C)C(=C)C)(OCCCCC)[O-] 1-((((1'R,2'R)-6-hydroxy-5'-methyl-4-pentyl-2'-(prop-1-en-2-yl)-1',2',3',4'-tetrahydro-[1,1'-biphenyl]-2-yl)oxy)carbonyl)cyclopropyl pentyl phosphate ammonium salt